COCCNC(C1=NC=C(C(=C1)C)B1OC(C(O1)(C)C)(C)C)=O N-(2-methoxyethyl)-4-methyl-5-(4,4,5,5-tetramethyl-1,3,2-dioxaborolan-2-yl)picolinamide